3-((tert-butylamino)methylene)-2-(6-hydroxy-[1,1'-biphenyl]-3-yl)chroman-4-one C(C)(C)(C)NC=C1C(OC2=CC=CC=C2C1=O)C=1C=C(C(=CC1)O)C1=CC=CC=C1